di-t-butyl (5-iodopyrazin-2-yl)-2-imidodicarbonate IC=1N=CC(=NC1)N(C(=O)OC(C)(C)C)C(=O)OC(C)(C)C